2-methoxyethyl 4-(4-cyano-2-methoxyphenyl)-5-ethoxy-2,8-dimethyl-1,4-dihydro-1,6-naphthyridine-3-carboxylate C(#N)C1=CC(=C(C=C1)C1C(=C(NC2=C(C=NC(=C12)OCC)C)C)C(=O)OCCOC)OC